11-(4-fluorophenyl)undecaneamide FC1=CC=C(C=C1)CCCCCCCCCCC(=O)N